tetra-tert-butylpiperazine copper [Cu].C(C)(C)(C)C1C(NC(C(N1)C(C)(C)C)C(C)(C)C)C(C)(C)C